2-{4-[(2-{3-[(4-methanesulfonyl-2-methoxyphenyl)amino]prop-1-yn-1-yl}-1-(2,2,2-trifluoro-ethyl)-1H-indol-4-yl)amino]piperidin-1-yl}acetamide CS(=O)(=O)C1=CC(=C(C=C1)NCC#CC=1N(C2=CC=CC(=C2C1)NC1CCN(CC1)CC(=O)N)CC(F)(F)F)OC